[C].N1=NN=CC=C1 Triazine Carbon